Methyl (R)-3-(6-(5-chloro-2-(((1S,2R,3S,5R)-2-hydroxy-8-oxabicyclo[3.2.1]octan-3-yl)amino)pyrimidin-4-yl)-4-fluoro-1-isopropyl-1H-benzo[d]imidazol-2-yl)pyrrolidine-1-carboxylate ClC=1C(=NC(=NC1)N[C@@H]1[C@H]([C@@H]2CC[C@H](C1)O2)O)C=2C=C(C1=C(N(C(=N1)[C@H]1CN(CC1)C(=O)OC)C(C)C)C2)F